ClC1=C2C(=NC=C1C=1N=C(SC1)N1C(CNCC1)=O)NC=C2CC 1-(4-(4-chloro-3-ethyl-1H-pyrrolo[2,3-b]pyridin-5-yl)thiazol-2-yl)piperazin-2-one